FC(S(=O)(=O)OC1=C(C=CC(=C1)Cl)C=1C=NN(C1)C(F)F)(F)F 5-CHLORO-2-(1-(DIFLUOROMETHYL)-1H-PYRAZOL-4-YL)PHENYL TRIFLUOROMETHANESULFONATE